4-ethylidene-1,7-undecadiene C(C)=C(CC=C)CCC=CCCC